(S)-3-(5-((tert-Butoxycarbonyl)(methyl)amino)-4-carbamoyl-3-((3,5-dimethoxyphenyl)ethynyl)-1H-pyrazol-1-yl)pyrrolidine-1-carboxylic acid tert-butyl ester C(C)(C)(C)OC(=O)N1C[C@H](CC1)N1N=C(C(=C1N(C)C(=O)OC(C)(C)C)C(N)=O)C#CC1=CC(=CC(=C1)OC)OC